3-(4-methylpiperazin-1-yl)-1,2,4-triazin CN1CCN(CC1)C=1N=NC=CN1